(2-(3,8-Diazabicyclo[3.2.1]octan-3-yl)-7-(thiazol-2-yl)benzo[d]oxazol-5-yl)(morpholino)methanone C12CN(CC(CC1)N2)C=2OC1=C(N2)C=C(C=C1C=1SC=CN1)C(=O)N1CCOCC1